COC1=C(C=CC(=C1)N)NC(C1=CC(=CC=C1)C#N)=O N-(2-methoxy-4-aminophenyl)-3-cyanobenzamide